COC1=C(C=CC=C1)[C@@H](C)N(CC=C(C1=CC=CC=C1)C1=CC=CC=C1)CCN1CCN(CC1)C (R)-N-(1-(2-methoxyphenyl)ethyl)-N-(2-(4-methylpiperazin-1-yl)ethyl)-3,3-diphenylprop-2-en-1-amine